N-[9-[(1R,3R,4R,7S)-1-[[bis(4-methoxyphenyl)-phenylmethoxy]methyl]-7-trimethylsilyloxy-2-oxa-5-azabicyclo[2.2.1]heptan-3-yl]-6-oxo-1H-purin-2-yl]-2-methylpropaneamide COC1=CC=C(C=C1)C(OC[C@]12O[C@H]([C@H](NC1)[C@@H]2O[Si](C)(C)C)N2C=1N=C(NC(C1N=C2)=O)NC(C(C)C)=O)(C2=CC=CC=C2)C2=CC=C(C=C2)OC